2-cyclopropyl-1-methyl-1H-pyrrolo[2,3-c]pyridine C1(CC1)C1=CC=2C(=CN=CC2)N1C